COC(=O)C1=CC=C(CNC(=O)C=2C=C3C(=C(N(C3=CC2)CC2=CC=C(C=C2)C=2C(=CC=CC2)C(=O)OC(C)(C)C)C)C)C=C1 tert-Butyl 4'-((5-(4-(methoxycarbonyl)benzylcarbamoyl)-2,3-dimethyl-1H-indol-1-yl)methyl)biphenyl-2-carboxylate